9H-fluoren-9-ylmethyl (4R)-5-oxo-4-(2-oxo-2-prop-2-enoxyethyl)-1,3-oxazolidine-3-carboxylate O=C1[C@H](N(CO1)C(=O)OCC1C2=CC=CC=C2C=2C=CC=CC12)CC(OCC=C)=O